C[C@H]1N(CCC1)C=1N=C(C2=C(N1)CCC2)C2=CC=C(C(=O)N)C=C2 (R)-4-(2-(2-methylpyrrolidin-1-yl)-6,7-dihydro-5H-cyclopenta[d]pyrimidin-4-yl)benzamide